FC=1C=CC(=C(C1)[C@@H](C)NC=1C=CC=2N(N1)C(=CN2)C2=NC=CC(=C2)N2C[C@@H](CCC2)O)O (R)-1-(2-(6-(((R)-1-(5-fluoro-2-hydroxyphenyl)ethyl)amino)imidazo[1,2-b]pyridazin-3-yl)pyridin-4-yl)piperidin-3-ol